1,5-dimethyl-2-pentyl-6-(methoxycarbonyl)-indole-3-propionic acid CN1C(=C(C2=CC(=C(C=C12)C(=O)OC)C)CCC(=O)O)CCCCC